C(C)(C)(C)OC(=O)N1[C@@H]([C@@H]([C@H](C1)F)O)C(=O)OCC1=CC=CC=C1 (2s,3s,4s)-4-fluoro-3-hydroxypyrrolidine-1,2-dicarboxylic acid 2-benzyl ester 1-(tert-butyl) ester